CC1=C(CN(C(C(CC)(C)C)=O)C)C=CC=C1C N-(2,3-dimethylbenzyl)-N,2,2-trimethylbutanamide